methyl 2-(4-(2-(7-methoxy-1-methyl-1H-pyrrolo[2,3-c]pyridin-3-yl)-5-methyl-4-nitrophenoxy)phenyl)acetate COC=1N=CC=C2C1N(C=C2C2=C(OC1=CC=C(C=C1)CC(=O)OC)C=C(C(=C2)[N+](=O)[O-])C)C